2'-ethoxy-N-[(3R)-pyrrolidin-3-yl]-5-{6-[1-(trifluoromethyl)cyclopentane-1-carbonyl]-2,6-diazaspiro[3.4]octan-2-yl}[2,3'-bipyridine]-6-carboxamide C(C)OC1=NC=CC=C1C1=NC(=C(C=C1)N1CC2(C1)CN(CC2)C(=O)C2(CCCC2)C(F)(F)F)C(=O)N[C@H]2CNCC2